COC1=CC=C(C=C1)C1=NN2C(C(=N1)NC=1N=CN(C1)C1=CC(=C(C(=C1)OC)OC)OC)=CC=C2 2-(4-methoxyphenyl)-N-(1-(3,4,5-trimethoxyphenyl)-1H-imidazol-4-yl)pyrrolo[2,1-f][1,2,4]triazin-4-amine